N-(6-(2-(4-chlorophenyl)propionyl)pyridin-3-yl)-2-(4-(Ethylsulfonyl)phenyl)acetamide ClC1=CC=C(C=C1)C(C(=O)C1=CC=C(C=N1)NC(CC1=CC=C(C=C1)S(=O)(=O)CC)=O)C